4-(3-((2-((3-methoxy-1-(1-methylpiperidin-4-yl)-1H-pyrazol-4-yl)amino)-5-(trifluoromethyl)pyridin-4-yl)amino)propyl)-1,4-oxazepan-3-one COC1=NN(C=C1NC1=NC=C(C(=C1)NCCCN1C(COCCC1)=O)C(F)(F)F)C1CCN(CC1)C